FC=1C(=C(C=CC1F)[C@@H]1[C@@H](O[C@]([C@@H]1C)(C(F)(F)F)C)C(=O)NC1=CC(=NC=C1)C(=O)N)OC(C)C (2R,3R,4R,5R)-4-[[3-(3,4-difluoro-2-isopropoxy-phenyl)-4,5-dimethyl-5-(trifluoromethyl)tetrahydrofuran-2-carbonyl]amino]pyridine-2-carboxamide